tert-butyl (1-bromo-4-methoxynaphthalene-2-yl)carbamate BrC1=C(C=C(C2=CC=CC=C12)OC)NC(OC(C)(C)C)=O